C(C)S(=O)(=O)NC1=C(C=C(C=C1)C1=NNC(=C1C(=O)N)NC1=NC=CN=C1)OC 3-(4-(ethylsulfonamido)-3-methoxy-phenyl)-5-(pyrazin-2-ylamino)-1H-pyrazole-4-carboxamide